COC1=C(C(=CC(=C1)C)C)C1=CC=C2C=CC(=NC2=N1)C1CN(CCOC1)C(=O)OC(C)(C)C tert-butyl 6-[7-(2-methoxy-4,6-dimethyl-phenyl)-1,8-naphthyridin-2-yl]-1,4-oxazepane-4-carboxylate